trityl-sulfonate C(C1=CC=CC=C1)(C1=CC=CC=C1)(C1=CC=CC=C1)S(=O)(=O)[O-]